(S)-3-(4-(2-(3,5-dichloro-4-(3-chloropropoxy)phenyl)propan-2-yl)phenoxy)propane-1,2-diol ClC=1C=C(C=C(C1OCCCCl)Cl)C(C)(C)C1=CC=C(OC[C@H](CO)O)C=C1